C(C)(=O)O.C(CO)(=O)O Glycolic Acid Acetate